lithium-silver carbon [C].[Ag].[Li]